1,3,3,3-tetrafluoro-1-methoxy-2-(trifluoromethyl)propene FC(=C(C(F)(F)F)C(F)(F)F)OC